3-hydroxymethyl-7,8-dihydro-4H,6H-1,2,5,8A-tetraaza-azulene-5-carboxylic acid tert-butyl ester C(C)(C)(C)OC(=O)N1CC2=C(N=NN2CCC1)CO